6-(1-Cyclopropyl-1H-pyrazol-3-yl)-5-methyl-2-(1-methyl-1H-imidazol-2-yl)-N-(4-methylpyridin-2-yl)pyrrolo[2,1-f][1,2,4]triazin-4-amine C1(CC1)N1N=C(C=C1)C=1C(=C2C(=NC(=NN2C1)C=1N(C=CN1)C)NC1=NC=CC(=C1)C)C